CC1=C(N=C2N(C1=O)C=C(C=C2[C@@H](C)NC2=C(C(=O)O)C=CC=C2)C)OC2CCOCC2 (R)-2-((1-(3,7-dimethyl-4-oxo-2-((tetrahydro-2H-pyran-4-yl)oxy)-4H-pyrido[1,2-a]pyrimidin-9-yl)ethyl)amino)benzoic acid